5-(4-(2-(methylsulfonyl)ethoxy)phenyl)-2-oxo-6-(trifluoromethyl)-1,2-dihydropyridine-3-carboxamide CS(=O)(=O)CCOC1=CC=C(C=C1)C=1C=C(C(NC1C(F)(F)F)=O)C(=O)N